tert-butyl (3-bromo-2-((diethoxyphosphoryl)difluoromethyl)benzo[b]thiophen-7-yl)carbamate BrC=1C2=C(SC1C(F)(F)P(=O)(OCC)OCC)C(=CC=C2)NC(OC(C)(C)C)=O